2-((6-chloro-6-oxohexanoyl)oxy)propane-1,3-diyl dipalmitate C(CCCCCCCCCCCCCCC)(=O)OCC(COC(CCCCCCCCCCCCCCC)=O)OC(CCCCC(=O)Cl)=O